C[C@@H](C(=O)N[C@@H](CC1=CC=C(C=C1)C)B(O)O)C(NCC1=CC(=CC=C1)OC(F)(F)F)=O ((R)-1-((R)-2-methyl-3-oxo-3-((3-(trifluoromethoxy)benzyl)amino)propionamido)-2-(p-tolyl)ethyl)boronic acid